sulfonitric acid S(=O)(=O)(O)O[N+](=O)[O-]